2-(3,6-Dimethyl-1-benzofuran-2-yl)-5-hydroxy-8-methylquinoline CC1=C(OC2=C1C=CC(=C2)C)C2=NC1=C(C=CC(=C1C=C2)O)C